C1(CCC1)N(C(=O)NC1=CC=C(C=C1)OC(F)(F)F)CC1=CC=2N(C=C1)N=CC2C(=O)OC methyl 5-((1-cyclobutyl-3-(4-(trifluoromethoxy)phenyl)ureido)methyl)pyrazolo[1,5-a]pyridine-3-carboxylate